N1C(=NCC1)C1=NC=CC(=C1)OC 2-(4,5-dihydro-1H-imidazol-2-yl)-4-methoxypyridine